quinazoline-4(3H)one N1=CNC(C2=CC=CC=C12)=O